tert-Butyl (1S,4S)-5-[4-[3-chloro-4-(1-cyanocyclopropyl)-2-fluoro-anilino]pyrido[3,2-d]pyrimidin-6-yl]-2,5-diazabicyclo[2.2.1]heptane-2-carboxylate ClC=1C(=C(NC=2C3=C(N=CN2)C=CC(=N3)N3[C@@H]2CN([C@H](C3)C2)C(=O)OC(C)(C)C)C=CC1C1(CC1)C#N)F